3-(difluoromethyl)-N'-(4-(4-ethylphenoxy)phenyl)-1-methyl-1H-pyrazole-4-hydrazide FC(C1=NN(C=C1C(=O)NNC1=CC=C(C=C1)OC1=CC=C(C=C1)CC)C)F